2-{[3-(4-{[1-(2-hydroxy-3-methoxypropyl)piperidin-4-yl]amino}-1-(2,2,2-trifluoroethyl)-1H-indol-2-yl)prop-2-yn-1-yl]amino}-5-methanesulfonylphenol OC(CN1CCC(CC1)NC1=C2C=C(N(C2=CC=C1)CC(F)(F)F)C#CCNC1=C(C=C(C=C1)S(=O)(=O)C)O)COC